5-methyl-2-(4-(trifluoromethyl)phenyl)oxazol CC1=CN=C(O1)C1=CC=C(C=C1)C(F)(F)F